1,3-bis-dimethylaminopropyl-2-thiourea CN(C(CCN(C)C)NC(=S)N)C